6-(Methoxymethyl)-2,3-dimethyl-cyclohexanethiol COCC1CCC(C(C1S)C)C